didecyl-methyl-(4-vinylbenzyl)ammonium chloride [Cl-].C(CCCCCCCCC)[N+](CC1=CC=C(C=C1)C=C)(C)CCCCCCCCCC